N(=C=O)CC1C2C(CC(C1CCCN=C=O)C2)CCN=C=O 2-isocyanatomethyl-3-(3-isocyanatopropyl)-6-(2-isocyanatoethyl)bicyclo[2.2.1]-heptane